N,N'-bis-(2,2,6,6-tetramethyl-4-piperidin-yl)-Hexamethylendiamin CC1(NC(CC(C1)NCCCCCCNC1CC(NC(C1)(C)C)(C)C)(C)C)C